ClC1=C(C#N)C=CC(=C1C)C 2-chloro-3,4-dimethylbenzonitrile